NC1(CCN(CC1)C=1C=C2C(=NC1)C(=NN2)C=2C=C(C(=O)N(C)C)C=CC2)C 3-(6-(4-amino-4-methylpiperidin-1-yl)-1H-pyrazolo[4,3-b]pyridin-3-yl)-N,N-dimethylbenzamide